tert-butyl 4-(2-methylpiperazine-1-carbonyl)benzoate CC1N(CCNC1)C(=O)C1=CC=C(C(=O)OC(C)(C)C)C=C1